OC(=O)C(F)(F)F.N1=NN=NC(=C1)N tetrazineamine TFA salt